3-methoxy-5,6,7,8-tetrahydroquinolin COC=1C=NC=2CCCCC2C1